ClC=1C=C(C=CC1N1CCOCC1)NC(=O)[C@H]1N(CC1)S(=O)(=O)C=1C=C(C=C2C=NNC12)C(F)F (S)-N-(3-chloro-4-morpholinophenyl)-1-((5-(difluoromethyl)-1H-indazol-7-yl)sulfonyl)azetidine-2-carboxamide